2-(((1r,3s,5R,7S)-2-oxaadamantan-1-yl)methyl)-N-hydroxy-1,2,3,4-tetrahydroisoquinoline-6-carboxamide C12(OC3C[C@@H](C[C@H](C1)C3)C2)CN2CC3=CC=C(C=C3CC2)C(=O)NO